5-(2-bromothiazol-5-yl)-3-phenyl-1,2,4-oxadiazole BrC=1SC(=CN1)C1=NC(=NO1)C1=CC=CC=C1